2-spiro[6,7-dihydropyrrolo[1,2-c]imidazol-5,1'-cyclopropan]-1-yl-acetic acid ethyl ester C(C)OC(CC1=C2N(C=N1)C1(CC1)CC2)=O